C(CCCC=CCCCC)O 5-DECEN-1-OL